C(C)(C)(C)OC(=O)OC=1C(=NC(=NC1)N1CCN(CC1)C(=O)OC(C)(C)C)C tert-Butyl 4-(5-((tert-butoxycarbonyl)oxy)-4-methylpyrimidin-2-yl)piperazine-1-carboxylate